C1(=CC=CC=C1)COC([C@@H](NC)CC1=CC=CC=C1)=O N-methyl-L-phenylalanine phenyl-methyl ester